2-ethylaminopyridine-4-formaldehyde C(C)NC1=NC=CC(=C1)C=O